BrC1=CC=C(C(=C1C(=O)O)F)F 6-bromo-2,3-difluorobenzoic acid